ethyl 2-amino-6-(2,2-difluoroethyl)-4,5,6,7-tetrahydrothieno[2,3-c]pyridine-3-carboxylate NC1=C(C2=C(CN(CC2)CC(F)F)S1)C(=O)OCC